BrC(C(C)=O)C1=CC=C(C=C1)O bromo-p-hydroxyphenylacetone